OCC1N(CC/C(/C1)=C/OC)C(=O)OC(C)(C)C tert-butyl (4Z)-2-(hydroxymethyl)-4-(methoxymethylidene)piperidine-1-carboxylate